FC1=CC=C(C(=C1C([C@@H](C=1OC(NN1)=O)NS(=O)(=O)N1CCC(CC1)CN1C(CCC1)=O)C)C)C N-((1S)-2-(6-fluoro-2,3-dimethylphenyl)-1-(5-oxo-4,5-dihydro-1,3,4-oxadiazol-2-yl)propyl)-4-((2-oxopyrrolidin-1-yl)methyl)piperidine-1-sulfonamide